C(C)OC(C[C@H](NC(=O)NC=1C(N(C=CC1O)C)=O)C=1C=C(C=C(C1)C)C1=C(C=C(C=C1)F)F)=O (S)-3-(2',4'-difluoro-5-methylbiphenyl-3-yl)-3-(3-(4-hydroxy-1-methyl-2-oxo-1,2-dihydropyridin-3-yl)ureido)propionic acid ethyl ester